ClC(C)OC(=O)OCCOC(NC)=O (2-(((1-chloroethoxy)carbonyl)oxy)ethyl)(methyl)carbamate